C1(=CC=CC=C1)C1=CC2=C(N=CN=C2N2N=C(N=C2N)N)S1 2-(6-phenylthieno[2,3-d]Pyrimidin-4-yl)-2H-1,2,4-triazole-3,5-diamine